C(#N)C1=CC=C(C=C1)[C@H]1[C@@H](N=C(O1)N1C[C@H](N(CC1)C([C@H](NC1CCCCC1)CCCCNS(=O)(=O)C)=O)C(=O)NCC=1SC=CC1)C (2S)-4-[(4S,5S)-5-(4-cyanophenyl)-4-methyl-4,5-dihydro-1,3-oxazol-2-yl]-1-[N2-cyclohexyl-N6-(methylsulfonyl)-D-lysyl]-N-(thiophen-2-ylmethyl)piperazine-2-carboxamide